C(#N)C=1C=C(C=CC1O)C=1SC(=C(N1)C)C(=O)O 2-(3-cyano-4-hydroxyphenyl)-4-methylthiazole-5-carboxylic acid